(4R)-benzhydrylpiperazine C(C1=CC=CC=C1)(C1=CC=CC=C1)N1CCNCC1